pyrimidinylthio-benzoate oxime N1=C(N=CC=C1)SC1=C(C([O-])=NO)C=CC=C1